FC1=CC=C(C=C1)N(C(=O)[C@H]1N[C@@H]2CC[C@H]1C2)C (1R,3S,4S)-N-(4-fluorophenyl)-N-methyl-2-azabicyclo[2.2.1]heptane-3-carboxamide